C(C)(C)NC(O[C@H](C(F)(F)F)[C@]1(CN(CC1)C(C)(C)C=1C=NC(=CC1)C)CCC=1SC(=CC1)F)=O |o1:11| (S)-2,2,2-trifluoro-1-((R or S)-3-(2-(5-fluorothiophen-2-yl)ethyl)-1-(2-(6-methylpyridin-3-yl)propan-2-yl)pyrrolidin-3-yl)ethyl isopropylcarbamate